(10-(4-chlorophenyl)-6-hydroxy-[1,2,4]triazolo[5,1-a]isoquinoline-5-carbonyl)glycine ClC1=CC=C(C=C1)C=1C=CC=C2C(=C(N3C(C12)=NC=N3)C(=O)NCC(=O)O)O